(4-((4-(4-ethoxy-4-(trifluoromethyl)piperidin-1-yl)phenyl)amino)benzyl)-5-oxopyrrolidine-3-carboxamide C(C)OC1(CCN(CC1)C1=CC=C(C=C1)NC1=CC=C(CN2CC(CC2=O)C(=O)N)C=C1)C(F)(F)F